N-(2-(1-(6-methylpyrimidin-4-yl)piperidin-4-yl)ethyl)sulfamide CC1=CC(=NC=N1)N1CCC(CC1)CCNS(=O)(=O)N